tert-butyl 1-(5-(1-((2S,4R)-4-hydroxy-2-(((S)-1-(4-(4-methylthiazol-5-yl)phenyl) ethyl) carbamoyl)pyrrolidin-1-yl)-3-methyl-1-oxobutan-2-yl) isoxazol-3-yl)piperidine-4-carboxylate O[C@@H]1C[C@H](N(C1)C(C(C(C)C)C1=CC(=NO1)N1CCC(CC1)C(=O)OC(C)(C)C)=O)C(N[C@@H](C)C1=CC=C(C=C1)C1=C(N=CS1)C)=O